(3,4,5-trimethoxyphenyl)(2-(3,4,5-trimethoxyphenyl)-1H-imidazol-4-yl)methanone COC=1C=C(C=C(C1OC)OC)C(=O)C=1N=C(NC1)C1=CC(=C(C(=C1)OC)OC)OC